2-(2-thienyl)vinylamine S1C(=CC=C1)C=CN